2-cyclohexyl-2-phenyl-ethane C1(CCCCC1)C(C)C1=CC=CC=C1